FCC=1OC2=C(C1)C=CC=C2 2-(fluoromethyl)benzofuran